4-hydroxy-N-(7-methoxy-4-morpholino-1H-benzimidazol-2-yl)-4-methyl-piperidine-1-carboxamide OC1(CCN(CC1)C(=O)NC1=NC2=C(N1)C(=CC=C2N2CCOCC2)OC)C